2-(3-Bromo-1-tosyl-1H-indol-7-yl)-N,N-dimethylacetamide BrC1=CN(C2=C(C=CC=C12)CC(=O)N(C)C)S(=O)(=O)C1=CC=C(C)C=C1